BrC1=CC=2C3=C(C=NC2C=C1OC)N(C(N3C3=C(C=NC=C3OC)F)=O)C 8-bromo-1-(3-fluoro-5-methoxy-4-pyridyl)-7-methoxy-3-methyl-imidazo[4,5-c]quinolin-2-one